2-(3,6-diazabicyclo[3.1.1]heptan-3-yl)-5-cyclobutoxy-7-(thiazol-2-yl)benzo[d]oxazole C12CN(CC(N1)C2)C=2OC1=C(N2)C=C(C=C1C=1SC=CN1)OC1CCC1